2-(5-bromothiophen-2-yl)-2-methylmorpholin-3-one BrC1=CC=C(S1)C1(C(NCCO1)=O)C